(4-(3-((1-methyl-1H-pyrrolo[2,3-b]pyridin-2-yl)ethynyl)imidazo[1,2-a]pyridin-6-yl)phenyl)(morpholino)methanone CN1C(=CC=2C1=NC=CC2)C#CC2=CN=C1N2C=C(C=C1)C1=CC=C(C=C1)C(=O)N1CCOCC1